FC=1C(=CC(=NC1)C(=O)NC1=NC=C(C=C1)F)C=1C=NC=CC1C 5'-Fluoro-N-(5-fluoropyridin-2-yl)-4-methyl-[3,4'-bipyridine]-2'-carboxamide